4-aminobenzo[B]thiophene NC1=CC=CC=2SC=CC21